N-(2-(4,4-Difluoropiperidin-1-yl)-6-methylpyrimidin-4-yl)-6-((3-methyloxetan-3-yl)amino)-2-(6-azaspiro[2.5]octan-6-yl)nicotinamide FC1(CCN(CC1)C1=NC(=CC(=N1)NC(C1=C(N=C(C=C1)NC1(COC1)C)N1CCC2(CC2)CC1)=O)C)F